COC1=C(C=CC=C1)C1=C(C=NC(=C1)C)C(=O)NC=1SC2=C(N1)CN(C2)C(=O)C=2N=NN(C2)C 4-(2-methoxyphenyl)-6-methyl-N-[5-(1-methyl-1H-1,2,3-triazole-4-carbonyl)-4H,5H,6H-pyrrolo[3,4-d][1,3]thiazol-2-yl]pyridine-3-carboxamide